5-((2-amino-6-fluorophenyl)amino)picolinic acid methyl ester COC(C1=NC=C(C=C1)NC1=C(C=CC=C1F)N)=O